C1(=CC=CC=C1)C1=C(C(=C(C2=C1N=C(N2)C=C)C2=CC=CC=C2)C2=CC=CC=C2)C2=CC=CC=C2 Tetraphenyl-vinyl-benzimidazole